TETRAZOLYL-SILANE N1N=NN=C1[SiH3]